C(#N)[C@@H]1N(C(N(C1)C1=CC(=NC=C1C#N)C(F)(F)F)=O)C1=CN=CC2=CC=CC=C12 (R)-4-(4-cyano-3-(isoquinolin-4-yl)-2-oxoimidazolin-1-yl)-6-(trifluoromethyl)nicotinonitrile